3,4-dihydro-2H-thiophene S1CCCC1